ClC1=CC=C(C=C1)N1N=NC2=C1C=CC(=C2C(C)C)C(=O)N[C@H]2CCC1=CC=CC=C21 1-(4-Chlorophenyl)-N-[(1S)-2,3-dihydro-1H-inden-1-yl]-4-(propan-2-yl)-1H-benzotriazole-5-carboxamide